OC=1C=NC=2C=3C=4NCC(NC(C4SC3C=CC2N1)=O)(C)C 5-hydroxy-15,15-dimethyl-11-thia-3,6,14,17-tetra-azatetracyclo[8.8.0.02,7.012,18]octadeca-1(10),2(7),3,5,8,12(18)-hexaen-13-one